E-tryptophan N[C@@H](CC1=CNC2=CC=CC=C12)C(=O)O